lysine azelate salt C(CCCCCCCC(=O)O)(=O)O.N[C@@H](CCCCN)C(=O)O